Tetradecafluorononandiol FC(C(C(C(C(C(C(C(O)(O)F)(F)F)(F)F)(F)F)(F)F)(F)F)(F)F)C